C(#N)C(C(=O)/N=C/N(C)C)C (E)-2-cyano-N-((dimethylamino)methylene)propionamide